Bis(2,4,4-Trimethylpentyl)phosphin CC(CPCC(CC(C)(C)C)C)CC(C)(C)C